NC([C@H](C[C@H]1C(NCCC1)=O)NC([C@H](CC1CC1)NC(=O)C=1NC2=C(C=CC(=C2C1)F)Br)=O)=O N-((S)-1-(((S)-1-amino-1-oxo-3-((S)-2-oxopiperidin-3-yl)propan-2-yl)amino)-3-cyclopropyl-1-oxopropan-2-yl)-7-bromo-4-fluoro-1H-indole-2-carboxamide